bis[2-methyl-4-(3-n-Dodecylthiopropionyloxy)-5-tert-butylphenyl]sulfide CC1=C(C=C(C(=C1)OC(CCCCCCCCCCCCCC)=S)C(C)(C)C)SC1=C(C=C(C(=C1)C(C)(C)C)OC(CCCCCCCCCCCCCC)=S)C